NC=1C(=NON1)N1N=NC(=C1)C(=O)NN=CC1=CC(=CC=C1)F 1-(4-amino-1,2,5-oxadiazol-3-yl)-N'-(3-fluorobenzylidene)-1H-1,2,3-triazole-4-carbohydrazide